(5-cyano-1-(4,4-difluorocyclohexyl)-1H-pyrazol-3-yl)-4-((2-hydroxyethyl)sulfonamido)-2-(6-azaspiro[2.5]octan-6-yl)benzamide manganese(III) [Mn+3].C(#N)C1=CC(=NN1C1CCC(CC1)(F)F)C=1C(=C(C(=O)N)C=CC1NS(=O)(=O)CCO)N1CCC2(CC2)CC1